C(C)(C)(C)OC(=O)N[C@@H](CC=1C=[N+](C2=CC(=C(C=C2C1)F)F)[O-])C(=O)OC (S)-3-(2-((tert-butoxycarbonyl)amino)-3-methoxy-3-oxopropyl)-6,7-difluoroquinoline 1-oxide